(2-{5-[1-(3,4-dimethylphenyl)-1H-pyrazolo[4,3-c]quinolin-3-yl]-2-methoxyphenoxy}ethyl)dimethylamine CC=1C=C(C=CC1C)N1N=C(C=2C=NC=3C=CC=CC3C21)C=2C=CC(=C(OCCN(C)C)C2)OC